ClC=1C=C(C=C(C1OC1=NNC(C(=C1)C(C)C)=O)Cl)N1N=C(C(NC1=O)=O)C#N 2-[3,5-dichloro-4-(5-isopropyl-6-oxo-1,6-dihydropyridazin-3-yloxy)phenyl]-3,5-dioxo-2,3,4,5-tetrahydro[1,2,4]triazine-6-carbonitrile